2-chloro-5-methyl-pyrimidin-4-ol ClC1=NC=C(C(=N1)O)C